4,6-bis((dodecylthio)methyl)-o-cresol C(CCCCCCCCCCC)SCC=1C=C(C(=C(C1)CSCCCCCCCCCCCC)O)C